FC12CC(C1)(C2)CNCC=2C=CC=1N(C2)C=C(N1)CN1N=NC(=C1)C1=C2C=NNC2=CC(=C1)[SiH2]C 1-(3-fluorobicyclo[1.1.1]pentan-1-yl)-N-((2-((4-(6-(methylsilyl)-1H-indazol-4-yl)-1H-1,2,3-triazol-1-yl)methyl)imidazo[1,2-a]pyridin-6-yl)methyl)methylamine